ClC1=C(C=CC(=C1)C)C=1C=C2C(=NN(C2=CC1)C(C1=CC=CC=C1)(C1=CC=CC=C1)C1=CC=CC=C1)NC(=O)[C@@H]1CN(CCC1)C(=O)OC(C)(C)C tert-Butyl (3S)-3-{[5-(2-chloro-4-methylphenyl)-1-trityl-1H-indazol-3-yl]carbamoyl}piperidine-1-carboxylate